tert-butyl-2-bromo-5-(4-(trifluoromethyl)piperidin-1-yl)pyrazine C(C)(C)(C)C=1C(=NC=C(N1)N1CCC(CC1)C(F)(F)F)Br